piperazin-1-yl(5-(3-(piperidine-1-carbonyl)pyrazolo[1,5-a]pyridin-7-yl)pyridin-3-yl)methanone N1(CCNCC1)C(=O)C=1C=NC=C(C1)C1=CC=CC=2N1N=CC2C(=O)N2CCCCC2